2-(4-bromophenyl)-4-(thiophene-2-carbonyl)-2,4-dihydro-3H-1,2,4-triazole BrC1=CC=C(C=C1)N1N=CN(C1)C(=O)C=1SC=CC1